CN1N=C(C2=CC=C(C=C12)C1CCN(CC1)CCC1=CC(=CC=C1)S(=O)(=O)N1CCC(CC1)NC1=NC=C(C=N1)C(F)(F)F)N1C(NC(CC1)=O)=O 1-(1-methyl-6-(1-(3-((4-((5-(trifluoromethyl)pyrimidin-2-yl)amino)-piperidin-1-yl)sulfonyl)phenethyl)piperidin-4-yl)-1H-indazol-3-yl)dihydropyrimidine-2,4(1H,3H)-dione